1-methyl-1,5,6,7-tetrahydro-s-indacenyl-lithium CC1(C=CC2=CC=3CCCC3C=C12)[Li]